4-iodo-2-(4-methyl-1H-imidazol-1-yl)pyridine IC1=CC(=NC=C1)N1C=NC(=C1)C